ethyl phosphat P(=O)(OCC)([O-])[O-]